OC1=C2C(C(C(OC2=CC(=C1)O)C1=CC=C(C=C1)O)OC)=O 5,7-dihydroxy-2-(4-hydroxyphenyl)-3-methoxychroman-4-one